BrC=1C=C2C=NC(=NC2=CC1CC)NC1CCC(CC1)NC(OC(C)(C)C)=O tert-butyl ((1r,4r)-4-((6-bromo-7-ethylquinazolin-2-yl)amino)cyclohexyl)carbamate